N,N'-bis(3-pyridyl)urea N1=CC(=CC=C1)NC(=O)NC=1C=NC=CC1